NC1=CC(=C2O[C@@H](CCCCC[C@](C3=NN=C(C1=N2)O3)(O)C(F)(F)F)C)C(F)(F)F (6r,12r)-17-amino-12-methyl-6,15-bis(trifluoromethyl)-13,19-dioxa-3,4,18-triazatricyclo[12.3.1.12,5]nonadeca-1(18),2,4,14,16-pentaen-6-ol